2-(morpholine-4-carbonyl)pyrimidine-5-carboxylic acid methyl ester COC(=O)C=1C=NC(=NC1)C(=O)N1CCOCC1